FC1=C2C=NNC2=CC=C1C1=C(N=C2N1C=C(N=C2)C2=CC(=C(C=C2)F)C(F)(F)F)C(F)(F)F 3-(4-fluoro-1H-indazol-5-yl)-6-(4-fluoro-3-trifluoromethylphenyl)-2-trifluoromethyl-imidazo[1,2-a]pyrazine